(6-methyl-1H-indol-2-yl)methanone methyl-1-(cyclobutylmethyl)-2-methyl-1H-indole-6-carboxylate COC(=O)C1=CC=C2C=C(N(C2=C1)CC1CCC1)C.CC1=CC=C2C=C(NC2=C1)C=O